((tert-Butoxycarbonyl)amino)-3-fluoropyridine methyl-formate COC=O.C(C)(C)(C)OC(=O)NC1=NC=CC=C1F